Cl.C1(CC1)C=1C=CC=2N(N1)C=CC2 cyclopropylpyrrolo[1,2-b]pyridazine hydrochloride